C(C)(C)OC1=CC=C2CCC(C2=C1)=O 6-isopropoxy-2,3-dihydro-1H-inden-1-one